BrC(C=C)C(=C(C)C)C 3-bromo-4,5-dimethyl-1,4-hexadiene